BrC1=CC=2C(N=C1Cl)=NN(C2)C 5-bromo-6-chloro-2-methyl-pyrazolo[3,4-b]pyridine